N[C@]1([C@@H](CC[C@H](C1)CCB(O)O)CNC([C@@H](CC1=CN(C2=CC=CC=C12)C)N)=O)C(=O)O (1R,2S,5R)-1-amino-2-(((R)-2-amino-3-(1-methyl-1H-indol-3-yl)propanamido)methyl)-5-(2-boronoethyl)cyclohexane-1-carboxylic acid